1-glyceryl monostearate C(CCCCCCCCCCCCCCCCC)(=O)OCC(O)CO